N-((1R,2R)-2-aminocyclopentyl)-4-oxo-5-(4-phenoxyphenyl)-4,5-dihydro-3H-1-thia-3,5,8-triazaacenaphthylene-2-carboxamide N[C@H]1[C@@H](CCC1)NC(=O)C=1SC=2N=CC=C3N(C(NC1C23)=O)C2=CC=C(C=C2)OC2=CC=CC=C2